CN(C1CCC(CC1)NC(C=C)=O)C N-[4-(dimethylamino)cyclohexyl]acrylamide